7-(dimethylphosphoryl)-1-methyl-2-oxo-4-{4-[3-(trifluoromethoxy)phenoxy]piperidin-1-yl}-1,2-dihydroquinoline-3-carbonitrile CP(=O)(C)C1=CC=C2C(=C(C(N(C2=C1)C)=O)C#N)N1CCC(CC1)OC1=CC(=CC=C1)OC(F)(F)F